(E)-1-phenylethane C1(=CC=CC=C1)CC